CN1N=CC(=C1C1CCN(CC1)C1=NC(=C(C#N)C(=C1)N1CC(C1)N1[C@H](CNCC1)CO)C(F)(F)F)C (R)-6-(4-(1,4-dimethyl-1H-pyrazol-5-yl)piperidin-1-yl)-4-(3-(2-(hydroxymethyl)piperazin-1-yl)azetidin-1-yl)-2-(trifluoromethyl)nicotinonitrile